FC=1C=CC(=C(C1)C=1C=C2C(=CN1)NC(C2)=O)C 5-(5-fluoro-2-methylphenyl)-1,3-dihydro-2H-pyrrolo[2,3-c]pyridin-2-one